FC1=CC=C(CN2C(C3=C(C=4C=CC=NC24)CCN(C3)CC3=CC(=CC=C3)C#N)=O)C=C1 6-(4-fluorobenzyl)-3-(3-cyanobenzyl)-2,3,4,6-tetrahydropyrido[3,4-c][1,8]naphthyridine-5(1H)-one